N-(7-allyl-3-fluoro-4,7-dimethyl-8-oxo-5,6,7,8-tetrahydronaphthalen-1-yl)acetamide diisopropyl-2,2'-bis((bis(o-tolyloxy)phosphono)oxy)-[1,1'-binaphthyl]-3,3'-dicarboxylate C(C)(C)OC(=O)C=1C(=C(C2=CC=CC=C2C1)C1=C(C(=CC2=CC=CC=C12)C(=O)OC(C)C)OP(=O)(OOC1=C(C=CC=C1)C)OOC1=C(C=CC=C1)C)OP(=O)(OOC1=C(C=CC=C1)C)OOC1=C(C=CC=C1)C.C(C=C)C1(CCC=2C(=C(C=C(C2C1=O)NC(C)=O)F)C)C